behenyl-imidazoline diethyl-cyclohex-1-ene-1,2-dicarboxylate C(C)OC(=O)C1=C(CCCC1)C(=O)OCC.C(CCCCCCCCCCCCCCCCCCCCC)N1C=NCC1